7-(4-(4-(2,3-dichlorophenyl)piperazin-1-yl)butoxy)-1-(3,4-dimethoxybenzyl)quinoline ClC1=C(C=CC=C1Cl)N1CCN(CC1)CCCCOC1=CC=C2C=CCN(C2=C1)CC1=CC(=C(C=C1)OC)OC